CC1=NC=C(C=N1)C[C@@H]1CC[C@H](CC1)C(=O)OC methyl trans-4-[(2-methylpyrimidin-5-yl)methyl]cyclohexanecarboxylate